FC1(N(C(C2=C(C=CC=C12)NC=1C=C2C=NN(C2=CC1)C)=O)CC(=O)NCC(F)(F)F)F [1,1-difluoro-4-[(1-methylindazol-5-yl)amino]-3-oxo-isoindolin-2-yl]-N-(2,2,2-trifluoroethyl)acetamide